3-Methacryloxypropyltri-methoxysilan C(C(=C)C)(=O)OCCC[Si](OC)(OC)OC